ClC1=NC=C(C(=C1)N1CCC(CCC1)O)C#CC=1C=NN(C1)C (2-chloro-5-((1-methyl-1H-pyrazol-4-yl)ethynyl)pyridin-4-yl)azepan-4-ol